ClC(OC1=CC=C(C=C1)NC(=O)C=1C=C2CC(N(C2=C(C1)C=1C=NC=NC1)C(C)C)C(=O)OC(C)(C)C)(F)F tert-butyl 5-((4-(chlorodifluoromethoxy)phenyl)carbamoyl)-1-isopropyl-7-(pyrimidin-5-yl)indoline-2-carboxylate